C(C)(C)(C)S(=O)C1=CC=C(O1)C(=O)NC1CC2(C1)CC(C2)C=2OC1=C(N2)C=C(C=C1)Cl 5-tert-butylsulfinyl-N-[6-(5-chloro-1,3-benzoxazol-2-yl)spiro[3.3]heptane-2-yl]furan-2-carboxamide